(2S,4S,6R)-4-amino-6-methoxy-2-methyl-tetrahydropyran-3-one-L-pyroglutamic acid salt N1[C@@H](CCC1=O)C(=O)O.N[C@@H]1C([C@@H](O[C@H](C1)OC)C)=O